N(N)C(OCC1C(CCC1)O[Si](C)(C)C(C)(C)C)=S O-((2-((tert-butyldimethylsilyl)oxy)cyclopentyl)methyl) hydrazinecarbothioate